tert-butyl 8-(2-(pyridin-4-yl)-6-(trifluoromethyl) pyrido[3,4-d]pyrimidin-4-yl)-2,8-diazaspiro[4.5]decane-2-carboxylate N1=CC=C(C=C1)C=1N=C(C2=C(N1)C=NC(=C2)C(F)(F)F)N2CCC1(CCN(C1)C(=O)OC(C)(C)C)CC2